C(C1=CC=CC=C1)(C1=CC=CC=C1)=NC1=NC=CC(=C1OC)CC=1C(=C(C=NC1)NC1=C(C=C(C=C1)Cl)F)C 5-[[2-(benzhydrylideneamino)-3-methoxy-4-pyridyl]methyl]-N-(4-chloro-2-fluoro-phenyl)-4-methyl-pyridin-3-amine